tert-Butyl 4-(3-chloro-4-(hydroxymethyl)-1H-pyrazol-1-yl)piperidine-1-carboxylate ClC1=NN(C=C1CO)C1CCN(CC1)C(=O)OC(C)(C)C